C1NCC12CC(C2)CC=2C=C(C=CC2)S(C(F)(F)F)(=O)=N [3-(2-azaspiro[3.3]heptan-6-ylmethyl)phenyl]-imino-oxo-(trifluoromethyl)-λ6-sulfane